(3S)-N-[4-methyl-3-[2-(3-methyl-2-oxoimidazolidin-1-yl)-6-(morpholin-4-yl)pyridin-4-yl]phenyl]-3-(2,2,2-trifluoroethyl)pyrrolidine-1-carboxamide CC1=C(C=C(C=C1)NC(=O)N1C[C@@H](CC1)CC(F)(F)F)C1=CC(=NC(=C1)N1CCOCC1)N1C(N(CC1)C)=O